FC(N1N=CC(=C1)C1=CN2C(S1)=C(C=N2)C(=O)NC=2C(=NC=C(C2)NC(CN2CC(C2)(C)C)=O)C)F 2-(1-(difluoromethyl)-1H-pyrazol-4-yl)-N-(5-(2-(3,3-dimethylazetidin-1-yl)acetamido)-2-methylpyridin-3-yl)pyrazolo[5,1-b]thiazole-7-carboxamide